thiopyrano[3,2-d]pyrimidine 5,5-dioxide N1=CN=CC2=C1C=CCS2(=O)=O